(1R,5S)-tert-butyl-3-(5,7-dichloro-8-fluoro-2-(((2R,7aS)-2-fluorohexahydro-1H-pyrrolizin-7a-yl)methoxy)pyrido[4,3-d]pyrimidin-4-yl)-3,8-diazabicyclo[3.2.1]octane-8-carboxamide C(C)(C)(C)[C@@]12CN(C[C@H](CC1)N2C(=O)N)C=2C1=C(N=C(N2)OC[C@]23CCCN3C[C@@H](C2)F)C(=C(N=C1Cl)Cl)F